3-methyl-4-[3-(pyrimidin-5-ylmethyl)imidazo[4,5-b]pyridin-2-yl]-1,2,5-oxadiazole CC1=NON=C1C1=NC=2C(=NC=CC2)N1CC=1C=NC=NC1